hydroxy-N-(pyridazin-3-yl)-4-(3-((5-(trifluoromethyl)pyridin-2-yl)oxy)benzylidene)piperidine-1-carboxamide OC1N(CCC(C1)=CC1=CC(=CC=C1)OC1=NC=C(C=C1)C(F)(F)F)C(=O)NC=1N=NC=CC1